1-(2-isopropoxy-4-(trifluoromethyl)phenyl)ethan-1-one C(C)(C)OC1=C(C=CC(=C1)C(F)(F)F)C(C)=O